pentadecyl-nitrone C(CCCCCCCCCCCCCC)C=[NH+][O-]